C(CCCCC(C)C)OC(C(=C(C1=CC=CC=C1)C1=CC=CC=C1)C#N)=O α-cyano-β-phenylcinnamic acid isooctyl ester